4-(5-(3-((5-cyano-4-(4-fluorophenyl)thiazol-2-yl)(methyl)amino)-2-ethylimidazo[1,2-a]pyridin-6-yl)pyrimidin-2-yl)-N-(1-methylazetidin-3-yl)piperazine-1-carboxamide hydrochloride Cl.C(#N)C1=C(N=C(S1)N(C1=C(N=C2N1C=C(C=C2)C=2C=NC(=NC2)N2CCN(CC2)C(=O)NC2CN(C2)C)CC)C)C2=CC=C(C=C2)F